3-chloro-2-fluoro-5-(4,4,5,5-tetramethyl-1,3,2-dioxaborolan-2-yl)-4-(trifluoromethyl)aniline ClC=1C(=C(N)C=C(C1C(F)(F)F)B1OC(C(O1)(C)C)(C)C)F